BrC=1C=C2C[C@H](N(CC2=C(C1OCC1=CC=C(C=C1)C1=CC=C(C=C1)OC)Br)CC1=CC=C(C=C1)C#N)C(=O)NS(=O)(=O)C1=CC(=C(C=C1)Cl)[N+](=O)[O-] (S)-6,8-dibromo-N-((4-chloro-3-nitrophenyl)sulfonyl)-2-(4-cyanobenzyl)-7-((4'-methoxy-[1,1'-biphenyl]-4-yl)methoxy)-1,2,3,4-tetrahydroisoquinoline-3-carboxamide